FC1=CC2=C(N=C(O2)N2CC3=CC=C(C(=C3C[C@H]2C(=O)OC)O)OC)C=C1 methyl (S)-2-(6-fluorobenzo[d]oxazol-2-yl)-5-hydroxy-6-methoxy-1,2,3,4-tetrahydroisoquinoline-3-carboxylate